[phenyl-(phenanthrenyl)]binaphthalene C1(=CC=CC=C1)C1=C(C=2C=CC3=CC=CC=C3C2C=C1)C1=C(C2=CC=CC=C2C=C1)C1=CC=CC2=CC=CC=C12